3-(4-chloro-1H-indol-6-yl)-1-[1-(3,5-dichlorophenyl)ethyl]urea ClC1=C2C=CNC2=CC(=C1)NC(NC(C)C1=CC(=CC(=C1)Cl)Cl)=O